BrC1=CC=C(C=C1)[Cu] (4-bromophenyl)copper